butyl (4-((2,6-dioxopiperidin-3-yl)carbamoyl)phenyl)carbamate O=C1NC(CCC1NC(=O)C1=CC=C(C=C1)NC(OCCCC)=O)=O